Dioxabicyclo[3.2.1]octan-4-amine C12OOC(C(CC1)C2)N